C(C1=CC=CC=C1)SC=1C=C2C(=NC1)NC=C2C#N 5-(benzylthio)-1H-pyrrolo[2,3-b]pyridine-3-carbonitrile